FC=1C=CC(=C(C1)[C@](N[S@](=O)C(C)(C)C)([2H])C1=CC=C(C=C1)C)OCOC (R)-N-((S)-(5-fluoro-2-(methoxymethoxy)phenyl)(p-tolyl)methyl-d)-2-methylpropane-2-sulfinamide